(S)-N-((5-chloro-6-(thiazol-4-ylmethoxy)-1H-indol-2-yl)methyl)-1-methylazetidine-2-carboxamide ClC=1C=C2C=C(NC2=CC1OCC=1N=CSC1)CNC(=O)[C@H]1N(CC1)C